1-(5-(2-chloro-4-fluoro-3-methylbenzamido)-2-fluoro-4-((3S,5R)-3,4,5-trimethylpiperazin-1-yl)phenyl)-N-(3-morpholinopropyl)-1H-1,2,3-triazole-4-carboxamide ClC1=C(C(=O)NC=2C(=CC(=C(C2)N2N=NC(=C2)C(=O)NCCCN2CCOCC2)F)N2C[C@@H](N([C@@H](C2)C)C)C)C=CC(=C1C)F